6-methylpyrazolo[5,1-b]thiazole-2-carboxylic acid ethyl ester C(C)OC(=O)C1=CN2C(S1)=CC(=N2)C